(S)-1-(5-fluoro-2-methoxyphenyl)-3-(isoquinolin-4-yl)-2-oxoimidazolidine-4-carbonitrile FC=1C=CC(=C(C1)N1C(N([C@@H](C1)C#N)C1=CN=CC2=CC=CC=C12)=O)OC